C(#N)CCN1C(N(C(C2=C1C=C(S2)C2=C(C#N)C=CC=C2OC)=O)C=2C1=C(C=NC2)C=NN1C)=O 2-(1-(2-cyanoethyl)-3-(1-methyl-1H-pyrazolo[4,3-c]pyridin-7-yl)-2,4-dioxo-1,2,3,4-tetrahydrothieno[3,2-d]pyrimidin-6-yl)-3-methoxybenzonitrile